FC(C(=O)O)(F)F.NC1CCC(CC1)(O)C (1r,4r)-4-amino-1-methylcyclohexanol trifluoroacetate